C(C)(C)(CC)C1=CC=C(C=C1)NC1CC2(C1)CC(C2)N N2-(4-(tert-pentyl)phenyl)spiro[3.3]heptane-2,6-diamine